O=C([C@H](CC1=CC=CC=C1)NC(=O)C1=NC=CN=C1)N1CC=CCC1C=1C=NC=CC1 N-((2S)-1-oxo-3-phenyl-1-(6-(pyridin-3-yl)-5,6-dihydropyridin-1(2H)-yl)propan-2-yl)pyrazine-2-carboxamide